5-chloro-3-(prop-2-ynyl)-1,2,3,4-tetrahydroquinazolin-2,4-dione ClC1=C2C(N(C(NC2=CC=C1)=O)CC#C)=O